ClC=1C=C(C=CC1)C=1N=C(NC1)C(=O)[C@](N)(CC(C)(C)C)C(=O)N[C@@H](C[C@H]1C(NCC1)=O)C#N 2-{[4-(3-chlorophenyl)-1H-imidazol-2-yl]carbonyl}-N-{(1S)-1-cyano-2-[(3S)-2-oxopyrrolidin-3-yl]ethyl}-4-methyl-L-leucinamide